tert-Butyl (1R,5S,6r)-6-(1-methyl-1H-1,2,3-triazol-5-yl)-3-azabicyclo[3.1.0]hexane-3-carboxylate CN1N=NC=C1C1[C@H]2CN(C[C@@H]12)C(=O)OC(C)(C)C